C(C)OC(=O)C=1C(C=C2N(C(CC3=CC(=C(C=C23)OC)C2=CN=C(S2)N2CCC2)C(C)(C)C)C1)=O 9-[2-(azetidin-1-yl)thiazol-5-yl]-6-tert-butyl-10-methoxy-2-oxo-6,7-dihydro-2H-pyrido[2,1-a]Isoquinoline-3-carboxylic acid ethyl ester